(S)-4-(3-(1-(2-methylbutanoyl)piperidin-4-yl)ureido)phenylthio fluoride C[C@H](C(=O)N1CCC(CC1)NC(NC1=CC=C(C=C1)SF)=O)CC